Pentanoyl-CoA C(CCCC)(=O)SCCNC(CCNC([C@@H](C(COP(OP(OC[C@@H]1[C@H]([C@H]([C@@H](O1)N1C=NC=2C(N)=NC=NC12)O)OP(=O)(O)O)(=O)O)(=O)O)(C)C)O)=O)=O